O(I)I.[Bi].[Pb] lead bismuth oxyiodide